4-((1R,5S)-3,8-Diazabicyclo[3.2.1]octan-3-yl)-7-(8-ethyl-7-fluoro-3-hydroxynaphthalen-1-yl)-2-((1-(morpholinomethyl)cyclopropyl)methoxy-d2)pyrimido[4,5-d]pyridazin-8(7H)-one [C@H]12CN(C[C@H](CC1)N2)C2=NC(=NC=1C(N(N=CC12)C1=CC(=CC2=CC=C(C(=C12)CC)F)O)=O)OC([2H])([2H])C1(CC1)CN1CCOCC1